17a,21-dihydroxypregna-1,4-diene-3,11,20-trione O[C@]1(C(CO)=O)CC[C@H]2[C@@H]3CCC4=CC(C=C[C@]4(C)[C@H]3C(C[C@]12C)=O)=O